NC1=NC=C(C(=O)NN)C=C1Br 6-amino-5-bromonicotinohydrazide